NC1=CC=C(C=C1)CC1=CC(=C(N)C=C1)OCCCC 4-((4-aminophenyl)methyl)-2-butoxyaniline